chloroformic acid phenyl ester C1(=CC=CC=C1)OC(=O)Cl